C(C)(C)(C)NC(CN(C)C=1C2=C(N=C(N1)C1=NC=CC(=C1)O[C@H]1CN([C@@H](C1)C)C)CCC2)=O N-tert-butyl-2-{[2-(4-{[(3R,5R)-1,5-dimethylpyrrolidin-3-yl]oxy}pyridin-2-yl)-5H,6H,7H-cyclopenta[d]pyrimidin-4-yl](methyl)amino}acetamide